Cl.NCCN(C(=O)C=1SC=CC1)CC1=CC(=C(C=C1)OCC1=CC=CC=C1)OC N-(2-aminoethyl)-N-[[3-methyloxy-4-(phenylmethoxy)phenyl]methyl]-2-thiophenecarboxamide, monohydrochloride